2,2,6,6-tetramethylpiperidol sebacate C(CCCCCCCCC(=O)O)(=O)O.CC1(N(C(CCC1)(C)C)O)C